C1(CCCCC1)NC1=C(C=C(C=C1)S(=O)(=O)NC)C=1N=NN(C1)C 4-(Cyclohexylamino)-N-methyl-3-(1-methyl-1H-1,2,3-triazol-4-yl)benzenesulfonamide